Azoarsenic N(=N[As])[As]